(3S,6S)-1-(3,5-difluorobenzyl)-6-(hydroxymethyl)-3,4-dimethylpiperazine-2,5-dione FC=1C=C(CN2C([C@@H](N(C([C@@H]2CO)=O)C)C)=O)C=C(C1)F